[2-(5-bromo-2-thienyl)ethoxy]tetrahydropyran BrC1=CC=C(S1)CCOC1OCCCC1